BOC butyrate C(CCC)(=O)OC(=O)OC(C)(C)C